CC=1N=C2N(C=C(C=C2C2CNC(O2)=O)C(=O)OC)C1 methyl 2-methyl-8-(2-oxooxazolidin-5-yl)imidazo[1,2-a]pyridine-6-carboxylate